tert-butyl (S)-2-(2-(2-(2-hydroxypropan-2-yl)isonicotinoyl)-6-(3-methyl-1H-pyrrolo[2,3-b]pyridin-5-yl)-1,2,3,4-tetrahydroisoquinolin-8-yl)pyrrolidine-1-carboxylate OC(C)(C)C=1C=C(C(=O)N2CC3=C(C=C(C=C3CC2)C=2C=C3C(=NC2)NC=C3C)[C@H]3N(CCC3)C(=O)OC(C)(C)C)C=CN1